[Si](C)(C)(C(C)(C)C)OCC1CC2=CC=C(C(=C2C1)C#N)OCC1(CC1)NC(OC(C)(C)C)=O tert-Butyl N-[1-[[2-[[tert-butyl(dimethyl)silyl]oxymethyl]-4-cyano-2,3-dihydro-1H-inden-5-yl]oxymethyl]cyclopropyl]carbamate